C1=CC=CC=2C3=CC=CC=C3C(C12)=NC(CCCC#N)C=1C=NC=CC1 5-((9H-fluoren-9-ylidene)amino)-5-(pyridin-3-yl)valeronitrile